C(C)(C)(C)OC(=O)N1C[C@H](CC1)[C@@H](C(=O)OC(C)(C)C)CC1=CC(=CC(=C1)F)Br (R)-3-((S)-3-(3-bromo-5-fluorophenyl)-1-(tert-butoxy)-1-oxopropane-2-yl)pyrrolidine-1-carboxylic acid tert-butyl ester